C(C)N1CC(N(CC1)C1CC2(C1)CCNCC2)C2=C(C=CC=C2)C(C)C 2-(4-ethyl-2-(2-isopropylphenyl)piperazin-1-yl)-7-azaspiro[3.5]nonane